N1=CN=C(C2=C1NC=C2)N2CCN(CC2)CC(=O)NC2=CC=C(C=C2)S(NCCC)(=O)=O 2-(4-(7H-pyrrolo[2,3-d]pyrimidin-4-yl)piperazin-1-yl)-N-(4-(N-propylsulfamoyl)phenyl)acetamide